4-AMINO-5-IMIDAZOLECARBOXYLIC ACID NC=1N=CNC1C(=O)O